C(CCC)C1(CS(C2=C(N(C1)C1=CC=CC=C1)C=C(C(=C2)OC)C2CC2)(=O)=O)CCCC 3,3-dibutyl-7-cyclopropyl-8-methoxy-5-phenyl-2,3,4,5-tetrahydro-1,5-benzothiazepine 1,1-dioxide